4,5-dihydroisoxazole-3-yl-benzophenone O1N=C(CC1)C1=C(C(=O)C2=CC=CC=C2)C=CC=C1